4-(1,3-dimethyl-2-oxo-7-(piperidin-4-yl)-1,2-dihydroquinolin-5-yl)-7-fluoro-1-methyl-1,2,3,4-tetrahydroquinoxaline-6-carbonitrile CN1C(C(=CC2=C(C=C(C=C12)C1CCNCC1)N1CCN(C2=CC(=C(C=C12)C#N)F)C)C)=O